4'-chlorochalcone ClC1=CC=C(C(/C=C/C2=CC=CC=C2)=O)C=C1